2-aminonaphthalene-1-sulphonic acid NC1=C(C2=CC=CC=C2C=C1)S(=O)(=O)O